3-xanthate C1=CC(=CC=2OC3=CC=CC=C3CC12)C(=O)[O-]